CN1CCC(CC1)NC=1N=CC2=C(N1)NC=C2C=2C=C1C=CC=NC1=CC2 N-(1-Methylpiperidin-4-yl)-5-(quinolin-6-yl)-7H-pyrrolo[2,3-d]pyrimidin-2-amine